1H-isoquinoline-2-carbaldehyde C1N(C=CC2=CC=CC=C12)C=O